1,3,5-triallyl-1,3,5-triazine-2,4,6(1H,3H,5H)trione C(C=C)N1C(N(C(N(C1=O)CC=C)=O)CC=C)=O